COC([C@@H](NC([C@@H](N)CC(C)C)=O)CC(C)C)=O leucylleucine-methylester